[Si](C)(C)(C(C)(C)C)OCCN1CCOCC(C1)NC1=C(C=CC=C1)[N+](=O)[O-] 4-{2-[(tert-butyldimethylsilyl)oxy]ethyl}-N-(2-nitrophenyl)-1,4-oxazepan-6-amine